2-(2,6-dioxopiperidin-3-yl)-5-[4-[2-(piperidin-4-yl)ethyl]piperazin-1-yl]isoindole-1,3-dione O=C1NC(CCC1N1C(C2=CC=C(C=C2C1=O)N1CCN(CC1)CCC1CCNCC1)=O)=O